2-(2,2-dicyanovinyl)-4-vinyl-1,3-dioxolane C(#N)C(=CC1OCC(O1)C=C)C#N